BrC1=CC=C2C(CC=NC2=C1)=O 7-bromo-4-quinolone